FC1=CC=C(C(=O)N2CC(C2)(C(=O)N)COC2=CC3=CC=C(C=C3C=C2)OC)C=C1 1-(4-fluorobenzoyl)-3-(((6-methoxynaphthalen-2-yl)oxy)methyl)azetidine-3-carboxamide